[N+](=O)([O-])C1=CC=C(OCCOCCOCCOCCOCCOCCOCCOCCOCCN)C=C1 26-(4-nitrophenoxy)-3,6,9,12,15,18,21,24-octaoxahexacosan-1-amine